N,N-Bis(2-hydroxypropyl)hexadecanamide CCCCCCCCCCCCCCCC(=O)N(CC(C)O)CC(C)O